FC1(CC(C1)C(C1=CC=C(O1)C(=O)N1CC2(C3=CC(=CC=C13)NS(=O)(=O)C)CCC1(CC2)CC1)O)F N-(1''-(5-((3,3-difluorocyclobutyl)(hydroxy)methyl)furan-2-carbonyl)dispiro[cyclopropane-1,1'-cyclohexane-4',3''-indolin]-5''-yl)methanesulfonamide